7-fluoro-1-methyl-2-(4-(methylsulfonyl)phenyl)-6-(1-(1-(tetrahydro-2H-pyran-4-yl)azepan-4-yl)piperidin-4-yl)-1H-benzo[d]imidazole FC1=C(C=CC2=C1N(C(=N2)C2=CC=C(C=C2)S(=O)(=O)C)C)C2CCN(CC2)C2CCN(CCC2)C2CCOCC2